Cl.ClC1=C(C#N)C=CC(=C1)O[C@@H]1C([C@H](C1(C)C)N)(C)C 2-chloro-4-(trans-3-amino-2,2,4,4-tetramethylcyclobutoxy)benzonitrile hydrogen chloride salt